BrC1=C(C=C(C=C1)S(=O)(=O)N1[C@@H](C[C@H](C1)F)CO)C ((2S,4R)-1-((4-bromo-3-methylphenyl)sulfonyl)-4-fluoropyrrolidin-2-yl)methanol